C(C)N1C(=NC=2C1=NC(=CC2)C=2C=CN1N=C(N=CC12)N[C@@H]1C[C@H](C1)N1CCOCC1)C 5-(3-ethyl-2-methyl-3H-imidazo[4,5-b]pyridin-5-yl)-N-(trans-3-morpholinocyclobutyl)pyrrolo[2,1-f][1,2,4]triazin-2-amine